4-(4-((1R,5S)-3,8-diazabicyclo[3.2.1]octan-3-yl)-2-(3-((dimethylamino)methyl)azetidin-1-yl)-8-fluoroquinazolin-7-yl)naphthalen-2-ol [C@H]12CN(C[C@H](CC1)N2)C2=NC(=NC1=C(C(=CC=C21)C2=CC(=CC1=CC=CC=C21)O)F)N2CC(C2)CN(C)C